2-[4-(4,4,5,5-tetramethyl-1,3,2-dioxaborolan-2-yl)phenyl]benzothiazole CC1(OB(OC1(C)C)C1=CC=C(C=C1)C=1SC2=C(N1)C=CC=C2)C